2-(chloromethyl)-1-((3-methyloxetan-3-yl)methyl)-1H-benzo[d]imidazole-6-carboxylic acid ClCC1=NC2=C(N1CC1(COC1)C)C=C(C=C2)C(=O)O